CC1=CC=C(C(=O)C2=CC=CC=C2)C=C1 4-Methylbenzophenon